[Cl-].[Cl-].CC1=C(C(C=C1)(C1(CCCCC1)C)C)[Zr+2]C1=C(C=CC1(C)C1(CCCCC1)C)C bis(1,3-dimethyl-3-(1-methylcyclohexyl)cyclopentadienyl)zirconium dichloride